1-methyl-3-vinylimidazole CN1CN(C=C1)C=C